6-oxo-4-(1-(trifluoromethyl)cyclopropyl)pyridazin O=C1C=C(C=NN1)C1(CC1)C(F)(F)F